CC([C@@H](C1=CC=C(C=C1)OCC(CCC)C)N[S@@](=O)C(C)(C)C)(C)C (S)-N-((1S)-2,2-dimethyl-1-(4-((2-methylpentyl)oxy)phenyl)propyl)-2-methylpropane-2-sulfinamide